methyl 5-(4-cyano-2-trifluoromethoxyphenyl)-6,7-dihydro-5H-pyrrolo[1,2-c]imidazole-5-carboxylate C(#N)C1=CC(=C(C=C1)C1(CCC=2N1C=NC2)C(=O)OC)OC(F)(F)F